C(C)N1N=NC(=C1)CC[C@H](C(C(=O)OCC1=CC=CC=C1)(C)C)C=1SC(=C(C1)CN1S(C2=C(C[C@@H](C1)C)N=CC=C2)(=O)=O)C Benzyl (R)-5-(1-ethyl-1H-1,2,3-triazol-4-yl)-2,2-dimethyl-3-(5-methyl-4-(((S)-4-methyl-1,1-dioxido-4,5-dihydropyrido[2,3-f][1,2]thiazepin-2(3H)-yl)methyl)thiophen-2-yl)pentanoate